(+-)-cis-3-(2-decyl-1,3-dioxan-4-yl)-1-phenylpropan-1-one C(CCCCCCCCC)[C@@H]1OCC[C@@H](O1)CCC(=O)C1=CC=CC=C1 |r|